FC=1C=CC2=C(NC(=NS2(=O)=O)NCC=2N=NC=CC2)C1[C@H](C)C1=C(C=CC=C1)F (R)-6-fluoro-5-(1-(2-fluorophenyl)ethyl)-3-((pyridazin-3-ylmethyl)amino)-4H-benzo[e][1,2,4]thiadiazine 1,1-dioxide